4-(3-(4,4-difluorocyclohexyl)-6,7-difluoro-2-oxoindolin-3-yl)-2-fluorophenyl tri-fluoromethane-sulfonate FC(S(=O)(=O)OC1=C(C=C(C=C1)C1(C(NC2=C(C(=CC=C12)F)F)=O)C1CCC(CC1)(F)F)F)(F)F